6-Chloro-9-isopropyl-2-(propylthio)-9H-purine ClC1=C2N=CN(C2=NC(=N1)SCCC)C(C)C